N-hydroxy-4-(1-(4-(methylsulfonyl)phenyl)ethyl)-3,4-dihydro-2H-benzo[b][1,4]oxazine-6-carboxamide ONC(=O)C1=CC2=C(OCCN2C(C)C2=CC=C(C=C2)S(=O)(=O)C)C=C1